2-(((4r,6s)-1-azaspiro[3.3]heptan-6-yl)amino)-8-(isopropylamino)pyrido[3,4-d]pyrimidine-6-carbonitrile N1CCC12CC(C2)NC=2N=CC1=C(N2)C(=NC(=C1)C#N)NC(C)C